CC1(OB(OC1(C)C)C=1C=CC=2C3(C4=CC=CC=C4C2C1)CCCC3)C 4,4,5,5-tetramethyl-2-(spiro[cyclopentane-1,9'-fluoren]-3'-yl)-1,3,2-dioxaborolane